6-BROMO-IMIDAZO[1,2-A]PYRIDINE-2-CARBALDEHYDE BrC=1C=CC=2N(C1)C=C(N2)C=O